N4,N4'-bis(4-aminophenyl)-benzidine NC1=CC=C(C=C1)NC1=CC=C(C=C1)C1=CC=C(NC2=CC=C(C=C2)N)C=C1